ethyl (R)-7-(spiro[3.5]nonan-6-yl)-5,6,7,8-tetrahydro-1,7-naphthyridine-3-carboxylate C1CCC12C[C@@H](CCC2)N2CCC=1C=C(C=NC1C2)C(=O)OCC